Cl.NCCCCCNC(C1=C(C=C(C=C1)NC=1C=2N(C=CN1)C(=CN2)C=2C(=NNC2)C(F)(F)F)CC)=O N-(5-aminopentyl)-2-ethyl-4-[[3-[3-(trifluoromethyl)-1H-pyrazol-4-yl]imidazo[1,2-a]pyrazin-8-yl]amino]benzamide hydrochloride